N-(2-trimethoxysilylethyl)aniline CO[Si](CCNC1=CC=CC=C1)(OC)OC